1-[6-[4-[2-methoxy-4-[(E)-2-methoxycarbonyl-vinyl]-phenoxycarbonyl]-phenoxy]-hexyloxycarbonyl]-1-methyl-ethylene COC1=C(OC(=O)C2=CC=C(OCCCCCCOC(=O)C(=C)C)C=C2)C=CC(=C1)\C=C\C(=O)OC